COC1=C(OCC2=C(C=C(C=C2)CC#N)C(F)(F)F)C=CC(=C1)C1C=2C(NC(C1)=O)=NNC2 [4-(2-Methoxy-4-{6-oxo-2H,4H,5H,6H,7H-pyrazolo[3,4-b]pyridin-4-yl}phenoxymethyl)-3-(trifluoromethyl)phenyl]acetonitrile